3-amino-N-(tert-butyl)benzenesulfonamide NC=1C=C(C=CC1)S(=O)(=O)NC(C)(C)C